N1(CCCCCC1)C=1N=C(C2=C(C=NNC2=O)N1)NC=1C=CC(=NC1)N1CCC(CC1)CC(=O)N 2-(1-(5-((2-(Azepan-1-yl)-5-oxo-5,6-dihydropyrimido[4,5-d]pyridazin-4-yl)amino)pyridin-2-yl)piperidin-4-yl)acetamid